(S)-6-(4'-amino-3'-fluoro-4'H,6'H-spiro[piperidine-4,5'-pyrrolo[1,2-b]pyrazol]-1-yl)-3-(2,3-dichlorophenyl)-2-methylpyridin-4(3H)-one NC1C2(CN3N=CC(=C31)F)CCN(CC2)C2=CC([C@H](C(=N2)C)C2=C(C(=CC=C2)Cl)Cl)=O